CC12N[C@@H](C(C1)C2)[C@H](O)C2=C(C=CC=C2)F (R)-{(S)-1-methyl-2-azabicyclo[2.1.1]hex-3-yl}(o-fluorophenyl)methanol